NC1CC([NH+](C(C1)(C)C)[O-])(C)C 4-amino-2,2,6,6-tetramethylpiperidine oxide